N1(CCCC2=NC=CC=C12)C=1N=CC(=NC1)N1CCC2(CC1)CC1=CC=CC=C1[C@H]2N (3S)-1'-[5-(1,2,3,4-tetrahydro-1,5-naphthyridin-1-yl)pyrazin-2-yl]-1,3-dihydrospiro[inden-2,4'-piperidin]-3-amine